N[C@@H]1CC[C@H](CC1)OC1=CC=C2C(CC3(CCCC3)C=3C(=NC=NC23)N)=C1N(C)CCOC 8-(trans-4-aminocyclohexyloxy)-N7-(2-methoxyethyl)-N7-methyl-spiro[6H-benzo[H]quinazoline-5,1'-cyclopentane]-4,7-diamine